2-methacryloyloxylethyl-phosphorylcholine C(C(=C)C)(=O)OCCP(=O)=C(O)C[N+](C)(C)C